NCC1(CC(C1)NC(=N)C=1C=C2CCCOC2=CC1)C (R)-6-(N-((1r,3R)-3-(aminomethyl)-3-methylcyclobutyl)carbamimidoyl)-chroman